CCC(=O)CC(=O)C=C 6-heptadiene-3,5-dione